C(C)(C)(C)OC(=O)N1CC(C1)CN1[C@H](CN(CC1)C(=O)OCC1=CC=CC=C1)C (S)-benzyl 4-((1-(tert-butoxycarbonyl)azetidin-3-yl)methyl)-3-methylpiperazine-1-carboxylate